CIS-2-[8-Dimethylamino-3-[(4-methoxyphenyl)-methyl]-2-oxo-8-phenyl-1,3-diazaspiro[4.5]decan-1-yl]-N-propyl-acetamide CN(C1(CCC2(CN(C(N2CC(=O)NCCC)=O)CC2=CC=C(C=C2)OC)CC1)C1=CC=CC=C1)C